4-fluoro-7,8,9,10-tetrahydropyrido[1,2-b]indazole FC1=CC=CC2=C3N(N=C12)CCCC3